C1(CCCCC1)C1=CNC2=CC(=CC=C12)S(=O)(=O)NC(C)(C)C 3-cyclohexyl-N-(1,1-dimethylethyl)-1H-indole-6-sulfonamide